C(C)(C)(C)C1=NOC(=C1)NC(=O)C=1C=CC(=C(C1)[C@H]1CN(CC1)C=1C=NC=C(C(=O)N)C1)C (S)-5-(3-(5-((3-(tert-butyl)isoxazol-5-yl)carbamoyl)-2-methylphenyl)pyrrolidin-1-yl)nicotinamide